5-bromo-1-(2,2-difluoroethyl)-3-methyl-1,3-dihydro-2H-imidazo[4,5-b]pyrazin-2-one BrC=1N=C2C(=NC1)N(C(N2C)=O)CC(F)F